(3R,7S)-2-(3,4-Dichlorobenzoyl)-9-(1-(6-(difluoromethoxy)pyridin-3-yl)ethyl)-7-(hydroxymethyl)-3-methyl-1,2,3,4,8,9-hexahydropyrido[4',3':3,4]pyrazolo[1,5-a]pyrazin-10(7H)-one ClC=1C=C(C(=O)N2CC=3C(=NN4C3C(N(C[C@H]4CO)C(C)C=4C=NC(=CC4)OC(F)F)=O)C[C@H]2C)C=CC1Cl